hexahydro-1,3,5-triethyl-s-triazine C(C)N1CN(CN(C1)CC)CC